4-((3-(1-(1,4-dioxaspiro[4.4]nonan-6-yl)-1H-pyrazol-4-yl)-2-methoxyphenyl)amino)-6-(1-fluorocyclopropane-1-carboxamido)nicotinamide O1CCOC12C(CCC2)N2N=CC(=C2)C=2C(=C(C=CC2)NC2=CC(=NC=C2C(=O)N)NC(=O)C2(CC2)F)OC